phenyldichlororuthenium (II) C1(=CC=CC=C1)[Ru-](Cl)Cl